OC[C@H]1N(CC2(CC2)C1)C(=O)OCC1=CC=CC=C1 Benzyl (6S)-6-(hydroxymethyl)-5-azaspiro[2.4]heptane-5-carboxylate